5-chloro-2-(difluoromethyl)-N-((1S,4r)-4-((2-oxo-3-(6-(((S)-tetrahydrofuran-3-yl)amino)pyridin-3-yl)-2,3-dihydro-1H-benzo[d]imidazol-1-yl)methyl)cyclohexyl)nicotinamide ClC=1C=NC(=C(C(=O)NC2CCC(CC2)CN2C(N(C3=C2C=CC=C3)C=3C=NC(=CC3)N[C@@H]3COCC3)=O)C1)C(F)F